C1NCC2CN(CCC21)C2=CC1=C(N=C(N=C1)NC1=CC=C(C=C1)N1CCN(CC1)C)N(C2=O)C 6-(1,2,3,3a,4,6,7,7a-octahydropyrrolo[3,4-c]pyridin-5-yl)-8-methyl-2-[4-(4-methylpiperazin-1-yl)anilino]pyrido[2,3-d]pyrimidin-7-one